ClC=1N=C(C2=C(N1)C(=C(N=C2)Cl)F)N2CCS(CC2)=O 4-(2,7-dichloro-8-fluoropyrido[4,3-d]pyrimidin-4-yl)thiomorpholine 1-oxide